BrC=1C(=C(C=CC1)C=1SC=2CN(CCC2N1)C(=O)OC(C)(C)C)C#N tert-butyl 2-(3-bromo-2-cyanophenyl)-6,7-dihydrothiazolo[5,4-c]pyridine-5(4H)-carboxylate